(4-(5-(trifluoromethyl)pyridin-2-yl)piperazine-1-yl)methanone hydrochloride Cl.FC(C=1C=CC(=NC1)N1CCN(CC1)C=O)(F)F